5-(R)-(3-([1,1'-biphenyl]-2-ylethynyl)-1H-pyrazolo[3,4-b]pyridin-5-yl)(3-(dimethylamino)pyrrolidin-1-yl)methanone C1(=C(C=CC=C1)C#CC1=NNC2=NC=C(C=C21)[C@H]2CC(CN2C=O)N(C)C)C2=CC=CC=C2